NC1=NC=C(C=2C1=NC(=C(N2)N[C@H]2C[C@H](CC2)O)CC)C=2C=NN(C2)C2=NC(=NC=C2)C (1S,3R)-3-((5-amino-3-ethyl-8-(1-(2-methylpyrimidin-4-yl)-1H-pyrazol-4-yl)pyrido[3,4-b]pyrazin-2-yl)amino)cyclopentan-1-ol